C(C)(C)(C)NCCCCCN N-(tert-butyl)pentane-1,5-diamine